C(C1=CC=CC=C1)(C1=CC=CC=C1)(C1=CC=CC=C1)NS(=O)(=N)C=1C=NN2C1CCCC2 N-trityl-4,5,6,7-tetrahydropyrazolo[1,5-a]pyridine-3-sulfonimidamide